2-ISOPROPOXY-4-(TRIFLUOROMETHYL)PHENYLBORONIC ACID C(C)(C)OC1=C(C=CC(=C1)C(F)(F)F)B(O)O